ICC([C@@](C(=O)O)(N)C)C(=O)OC(C)(C)C (S)-4-iodo-3-tert-butoxycarbonyl-methyl-aminobutyric acid